1-(4-fluoro-2-methylphenyl)-3-(2-methyl-6-oxo-1,6-dihydropyridin-3-yl)-6-(tri-fluoromethyl)-2,3-dihydropteridin-4(1H)-one FC1=CC(=C(C=C1)N1CN(C(C2=NC(=CN=C12)C(F)(F)F)=O)C1=C(NC(C=C1)=O)C)C